2-bromoethyl-amine hydrobromide salt Br.BrCCN